C(C)NS(=O)(=O)C=1C=NC(=NC1)N1CCC(CC1)N1C2=C(N(C(C1=O)=O)C)C=C(C=N2)F N-ethyl-2-(4-(7-fluoro-1-methyl-2,3-dioxo-2,3-dihydropyrido[2,3-b]pyrazin-4(1H)-yl)piperidin-1-yl)pyrimidine-5-sulfonamide